(R)-3-chloro-4-fluoro-5-(2-fluoro-4-(2-isopropylmorpholino)phenyl)pyridin-2-amine ClC=1C(=NC=C(C1F)C1=C(C=C(C=C1)N1C[C@H](OCC1)C(C)C)F)N